ClNS(=O)(=O)C1=CC=C(C)C=C1 N-chloro-para-toluenesulfonamidate